ClC=1C=C(C(=O)N2CC=3C(=NN4C3C(N(C[C@H]4C)C(C)C4=CC=C(C=C4)C(C)(C)O)=O)C[C@H]2C)C=CC1Cl (3R,7R)-2-(3,4-dichlorobenzoyl)-9-(1-(4-(2-hydroxypropan-2-yl)phenyl)ethyl)-3,7-dimethyl-1,2,3,4,8,9-hexahydropyrido[4',3':3,4]pyrazolo[1,5-a]pyrazin-10(7H)-one